ClC1=C(C(=CC=C1Cl)O)[C@H]1CC(N(C1)C=1C=NN(C1)S(=O)(=O)C)=S |r| rac-4-(2,3-dichloro-6-hydroxyphenyl)-1-(1-(methylsulfonyl)-1H-pyrazole-4-yl)pyrrolidine-2-thione